CC1=CC(=CC(=N1)N1[C@@H]([C@H](CC1=O)COS(=O)(=O)C)C(=O)OC(C)(C)C)C(F)(F)F tert-butyl (2S,3S)-1-(6-methyl-4-(trifluoromethyl)pyridin-2-yl)-3-(((methylsulfonyl)oxy)methyl)-5-oxopyrrolidine-2-carboxylate